[Al+3].OC=1C=CC=C2C=CC=NC12.OC=1C=CC=C2C=CC=NC12.OC=1C=CC=C2C=CC=NC12 tri(8-hydroxyquinoline) aluminum (III)